5-methyl-4,5,6,7-tetrahydrothiazolo[5,4-c]pyridine-2-carbonyl chloride CN1CC2=C(CC1)N=C(S2)C(=O)Cl